C(N)(OC[C@@]1(N(CCC1)C(=O)C=1SC(=NN1)C=1C=NC(=CC1NC(C)C)C1=CC=C2N1N=CC(=C2)C#N)C(C)(C)C)=O (S)-((tert-butyl 1-(5-(6-(3-cyanopyrrolo[1,2-b]pyridazin-7-yl)-4-(isopropylamino) pyridin-3-yl)-1,3,4-thiadiazole-2-carbonyl) pyrrolidin-2-yl) methyl) carbamate